NCCC[Si](OCC)(C(C)C)C(C)C 3-Aminopropyldiisopropylethoxysilan